1'-{2-[4-(3-methanesulfonyloxetan-3-yl)phenoxy]ethyl}-2-oxo-1,2-dihydrospiro[indole-3,4'-piperidine]-5-carbonitrile CS(=O)(=O)C1(COC1)C1=CC=C(OCCN2CCC3(CC2)C(NC2=CC=C(C=C23)C#N)=O)C=C1